C(C)N1N=CC(=C1)N[C@@H]1COC2=C1C=CC(=C2)C(F)(F)F (S)-1-ethyl-N-(6-(trifluoromethyl)-2,3-dihydrobenzofuran-3-yl)-1H-pyrazol-4-amine